[5-chloro-1-ethyl-6-(pyrimidin-2-yl)-1H-pyrrolo[2,3-b]pyridin-3-yl][(2R,6R)-1-(5-fluoro-3-iodopyridin-2-yl)-2,6-dimethylpiperidin-4-yl]methanone ClC=1C=C2C(=NC1C1=NC=CC=N1)N(C=C2C(=O)C2C[C@H](N([C@@H](C2)C)C2=NC=C(C=C2I)F)C)CC